COC(=O)C1=CC2=CC=C(C=C2C=C1)C1=NC(=CC=C1)OC1CCC1 6-(6-Cyclobutoxy-pyridin-2-yl)-naphthalen-2-carboxylic acid methyl ester